C(C)(C)(C)OC(=O)N1[C@@H](CN(CC1)C1=NC=CC(=C1)C1=C(C(=CC=C1)Br)OC)C (R)-4-(4-(3-bromo-2-methoxyphenyl)pyridin-2-yl)-2-methylpiperazine-1-carboxylic acid tert-butyl ester